ClC1=C(C=CC=C1)C1(N=C(C(=N1)C1=CC(=CC=C1)OC)C1=CC(=CC=C1)OC)C1(N=C(C(=N1)C1=CC(=CC=C1)OC)C1=CC(=CC=C1)OC)C1=C(C=CC=C1)Cl 2,2'-bis(o-chlorophenyl)-4,4',5,5'-tetra(m-methoxyphenyl)biimidazole